CC1=CC=C(C=C1)CN1C(CCC1=O)CC(=O)NCCC1=CC=C(C=C1)OC(F)(F)F 2-[1-[(4-methylphenyl)methyl]-5-oxopyrrolidin-2-yl]-N-[2-[4-(trifluoromethoxy)-phenyl]ethyl]acetamid